CC1(C(C(C1N)(C)C)N)C 2,2,4,4-tetramethylcyclobutane-1,3-diamine